C(C1=CC=CC=C1)OC(CCC(=O)OC)CCN(C)CCOCCOCC1=CC(=C(C(=C1)OC)OC)O[Si](C1=CC=CC=C1)(C1=CC=CC=C1)C(C)(C)C methyl 4-(benzyloxy)-6-({2-[2-({3-[(tert-butyldiphenylsilyl)oxy]-4,5-dimethoxyphenyl}methoxy)ethoxy]ethyl}(methyl)amino)hexanoate